Cl.NC/C(/CN1N=CN(C1=O)CC1=CC=C(S1)N1C(C(OC2=C1C=CC=C2)C)=O)=C\F [5-[[1-[(E)-2-(aminomethyl)-3-fluoro-allyl]-5-oxo-1,2,4-triazol-4-yl]methyl]-2-thienyl]-2-methyl-4H-1,4-benzoxazin-3-one hydrochloride